[Sn+4].[O-2].[Ti+4].[O-2].[O-2].[O-2] titanium oxide TiN